tert-butyl 7-((tert-butoxycarbonyl)amino)-3,4-dihydro-2,6-naphthyridine-2(1H)-carboxylate C(C)(C)(C)OC(=O)NC1=NC=C2CCN(CC2=C1)C(=O)OC(C)(C)C